5-(3-chlorophenyl)-1,3,4-oxadiazole-2-carboxamide ClC=1C=C(C=CC1)C1=NN=C(O1)C(=O)N